ClC1=NC=CC(=C1[C@]1(C[C@H](N(CC1)C(=O)OC(C)(C)C)C)O)C tert-butyl (2R,4S)-4-(2-chloro-4-methylpyridin-3-yl)-4-hydroxy-2-methylpiperidine-1-carboxylate